1,3-dimethyl-3,4,5,6-tetrahydropyrimidin-2(1H)-one CN1C(N(CCC1)C)=O